15-amino-4,7,10,13-tetraoxapentadecane NCCOCCOCCOCCOCCC